N-(cycloocta-4-en-1-ylmethyl)-4-bromoaniline C1(CCC=CCCC1)CNC1=CC=C(C=C1)Br